3-((5-(5-(difluoromethyl)-1,3,4-oxadiazol-2-yl)pyridin-2-yl)methyl)-1-(3-fluorophenyl)-8-isopropyl-1,3,8-triazaspiro[4.5]decan-2,4-dione FC(C1=NN=C(O1)C=1C=CC(=NC1)CN1C(N(C2(C1=O)CCN(CC2)C(C)C)C2=CC(=CC=C2)F)=O)F